4-(6-(3,6-diazabicyclo[3.1.1]heptane-3-yl)pyridin-3-yl)-6-((R)-2-hydroxypropoxy)-1-methyl-1H-indazol-3-carbonitrile C12CN(CC(N1)C2)C2=CC=C(C=N2)C2=C1C(=NN(C1=CC(=C2)OC[C@@H](C)O)C)C#N